FC=1C=C2C(=NC1)NC=C2C2=NC(=CC(=N2)NC2C(C1CCC2CC1)C(=O)OC)C=1OC(=CC1)[N+](=O)[O-] (+/-)-trans-methyl 3-((2-(5-fluoro-1H-pyrrolo[2,3-b]pyridin-3-yl)-6-(5-nitrofuran-2-yl)pyrimidin-4-yl)amino)bicyclo[2.2.2]octane-2-carboxylate